ClC1=CC2=C(N=C(O2)N[C@@H]2C(NC[C@H]2C2=C(C=C(C=C2F)OC)F)=O)C=C1 (3S,4R)-3-[(6-chloro-1,3-benzoxazol-2-yl)amino]-4-(2,6-difluoro-4-methoxyphenyl)pyrrolidin-2-one